(2S,3R)-2-((((9H-fluoren-9-yl)methoxy)carbonyl)amino)-3-hydroxypentanoic acid C1=CC=CC=2C3=CC=CC=C3C(C12)COC(=O)N[C@H](C(=O)O)[C@@H](CC)O